N-[2-[4-(hydroxymethyl)cyclohexyl]-6-(1-hydroxy-1-methyl-ethyl)indazol-5-yl]-6-(trifluoromethyl)pyridine-2-carboxamide OCC1CCC(CC1)N1N=C2C=C(C(=CC2=C1)NC(=O)C1=NC(=CC=C1)C(F)(F)F)C(C)(C)O